COC(=O)[C@@H]1CC[C@H](CC1)C(O)C1=CC(=NC(=C1)Cl)Cl trans-4-[(2,6-dichloro-4-pyridinyl)-hydroxy-methyl]cyclohexanecarboxylic acid methyl ester